(trans)-2-aminocyclopentanecarbonitrile hydrochloride Cl.N[C@H]1[C@@H](CCC1)C#N